5-cyclopropyl-4-(ethylthio)-N,N-dimethyl-3-(3-methyl-6-(trifluoromethyl)-3H-imidazo[4,5-c]pyridin-2-yl)-1H-pyrazole-1-sulfonamide C1(CC1)C1=C(C(=NN1S(=O)(=O)N(C)C)C1=NC2=C(C=NC(=C2)C(F)(F)F)N1C)SCC